CC(C)(C)[O-].[K+].NC=1C=C2CC(N(C2=CC1)CCO)=O 5-amino-1-(2-hydroxyethyl)indolin-2-one Kalium tert-butylat